BrC(C(=O)N1CCC2=CC=C(C=C12)OC(F)(F)F)C1=C(C=C(C=C1)Cl)OC 2-bromo-2-(4-chloro-2-methoxyphenyl)-1-(6-(trifluoromethoxy)indolin-1-yl)ethanone